C1(CC1)COCC=1N=C(SC1C1=CC(=C(C(=C1)F)N1CCC(CC1)CC(=O)O)F)C {1-[4-(4-Cyclopropylmethoxymethyl-2-methyl-thiazol-5-yl)-2,6-difluoro-phenyl]-piperidin-4-yl}-acetic acid